OC(CN1C[C@@H]2[C@H](C1)CC(C2)OC2=C1C=CN=CC1=CC=C2)C2=CC=C(C=C2)O rac-4-(1-hydroxy-2-((3aR,5s,6aS)-5-(isoquinolin-5-yloxy)hexahydrocyclopenta[c]pyrrol-2(1H)-yl)ethyl)phenol